C(C)(C)(C)S(=O)NC(C)(CC)C1=CC(=NC(=C1)C1=CC=C(C=C1)F)OC1[C@@H]2CN(C[C@H]12)C(=O)OCC1=CC=CC=C1 benzyl (1R,5S,6s)-6-((4-(2-((tertbutylsulfinyl)amino)butan-2-yl)-6-(4-fluorophenyl)pyridin-2-yl)oxy)-3-azabicyclo[3.1.0]hexane-3-carboxylate